tert-Butyl (3R)-3-[[3-bromo-5-(5-fluoro-3-pyridyl)pyrazolo[1,5-a]pyrimidin-7-yl]-tert-butoxycarbonyl-amino]-1,2,3,4-tetrahydrocarbazole-9-carboxylate BrC=1C=NN2C1N=C(C=C2N([C@@H]2CCC=1N(C3=CC=CC=C3C1C2)C(=O)OC(C)(C)C)C(=O)OC(C)(C)C)C=2C=NC=C(C2)F